(S)-2-cyclobutyl-N1-((S)-5,11-dioxo-10,11-dihydro-1H,3H,5H-spiro[benzo[d]pyrazolo[1,2-a][1,2]diazepine-2,1-cyclopropan]-10-yl)-N4-(3-isobutyramido-1-methyl-1H-pyrazol-5-yl)succinamide C1(CCC1)[C@@H](C(=O)N[C@H]1C2=C(C(N3N(C1=O)CC1(CC1)C3)=O)C=CC=C2)CC(=O)NC2=CC(=NN2C)NC(C(C)C)=O